C1=CC=CC=2C3=CC=CC=C3C(C12)COC(N[C@H](C(NCCCC[C@H](NC(N[C@@H](CCC(=O)OC(C)(C)C)C(=O)OC(C)(C)C)=O)C(=O)OC(C)(C)C)=O)CCCNC(=O)C1=NC=CN=C1)=O tri-tert-butyl (5S,12S,16S)-1-(9H-fluoren-9-yl)-3,6,14-trioxo-5-{3-[(pyrazine-2-carbonyl)amino]propyl}-2-oxa-4,7,13,15-tetraazaoctadecane-12,16,18-tricarboxylate